(2S)-2-(4-chlorophenoxy)-N-[(1-methyl-1H-imidazol-2-yl)ethoxy]propanamide ClC1=CC=C(O[C@H](C(=O)NOCCC=2N(C=CN2)C)C)C=C1